CC(CCCCC)C=O Hept-2-yl-methanone